FC=1C=C(C=CC1F)[C@@]1(CC[C@@H]2N(CCNC2)C1)O (7R,9aS)-7-(3,4-difluorophenyl)-1,2,3,4,6,8,9,9a-octahydropyrido[1,2-a]pyrazin-7-ol